phthaloyl-valyl chloride C(C=1C(C(=O)O)=CC=CC1)(=O)N[C@@H](C(C)C)C(=O)Cl